3-fluoro-4'-[(1-{[4-(propan-2-yl)phenyl]carbamoyl}-DL-prolyl)amino][1,1'-biphenyl]-4-carboxylic acid FC=1C=C(C=CC1C(=O)O)C1=CC=C(C=C1)NC([C@H]1N(CCC1)C(NC1=CC=C(C=C1)C(C)C)=O)=O |r|